3-bromo-5-(1-methyl-1H-imidazol-2-yl)pyridine BrC=1C=NC=C(C1)C=1N(C=CN1)C